FC1=CC=C(C=C1)C1=NC(=NC(=C1C(=O)O)C(C)C)N(S(=O)(=O)C)C [4-(4-fluorophenyl)-6-isopropyl-2-(N-methyl-N-methylsulfonyl-amino)-pyrimidine-5-yl]-formic acid